8-methyl-3-trifluoromethyl-imidazo[1,5-a]pyrazine CC=1C=2N(C=CN1)C(=NC2)C(F)(F)F